OC(CCCCCCCCCCCCCC(=O)O)CC=CCC=CCC 15-Hydroxy-tricosa-17,20-dienoic acid